2-((3-(2,6-dioxopiperidin-3-yl)-1-methyl-1H-indazol-6-yl)oxy)-N-((4-hydroxy-tetrahydro-2H-pyran-4-yl)methyl)acetamide O=C1NC(CCC1C1=NN(C2=CC(=CC=C12)OCC(=O)NCC1(CCOCC1)O)C)=O